BrC1=CC=C(C=2N(C(N(C21)COCC[Si](C)(C)C)=O)COCC[Si](C)(C)C)Br 4,7-Dibromo-1,3-bis((2-(trimethylsilyl)ethoxy)methyl)-1,3-dihydro-2H-benzo[d]imidazol-2-one